S(=O)(=O)([O-])[O-].[Ce+2] cerium(II) sulfate